2-(benzyloxy)ethan-1-amine C(C1=CC=CC=C1)OCCN